The molecule is a monocarboxylic acid anion that is the conjugate base of 5,6-epoxyretinoic acid arising from deprotonation of the carboxylic acid function; major species at pH 7.3. It is a monocarboxylic acid anion and a retinoid anion. It is a conjugate base of a 5,6-epoxyretinoic acid. C/C(=C\\C=C\\C(=C\\C(=O)[O-])\\C)/C=C/C12C(CCCC1(O2)C)(C)C